FC1=C2C=C(NC2=CC=C1)C(=O)N[C@@H]1CN(CC[C@H]1C1=CC=CC=C1)C(=O)C=1C=2N(C=CC1)C=NC2 4-fluoro-N-((3S,4S)-1-(imidazo[1,5-a]pyridine-8-carbonyl)-4-phenylpiperidin-3-yl)-1H-indole-2-carboxamide